C(C)C1=NC(=NO1)C=1C=C2CC[C@H](C2=CC1)NC(=O)C=1N=C(SC1)C (R)-N-(5-(5-ethyl-1,2,4-oxadiazol-3-yl)-2,3-dihydro-1H-inden-1-yl)-2-methylthiazole-4-carboxamide